(2-(2-(4-(Benzyloxy)phenoxy)ethoxy)ethyl)carbamic acid C(C1=CC=CC=C1)OC1=CC=C(OCCOCCNC(O)=O)C=C1